7-(5-(4-(3-chlorophenyl)-3,4-dihydro-1H-benzo[4,5]imidazo[2,1-c][1,4]oxazin-7-yl)pyrimidin-2-yl)hexahydroimidazo[1,5-a]pyrazin-3(2H)-one ClC=1C=C(C=CC1)C1N2C(COC1)=NC1=C2C=C(C=C1)C=1C=NC(=NC1)N1CC2N(CC1)C(NC2)=O